(R)-1-methyl-5-(trifluoromethyl)-4,5,6,7-tetrahydro-1H-indazole-3-carboxylic acid ethyl ester C(C)OC(=O)C1=NN(C=2CC[C@H](CC12)C(F)(F)F)C